(7-(3-(Dimethylamino)-5-(trifluoromethyl)phenyl)-2-azaspiro[3.5]nonan-2-yl)((1s,3s)-3-hydroxy-3-methylcyclobutyl)methanon CN(C=1C=C(C=C(C1)C(F)(F)F)C1CCC2(CN(C2)C(=O)C2CC(C2)(C)O)CC1)C